ClC1=C(C(=CC=C1F)Cl)C1=NN=C(O1)C=1C(=NC=C(C1)C=1C=NN(C1)C1CCNCC1)N 3-(5-(2,6-dichloro-3-fluorophenyl)-1,3,4-Oxadiazol-2-yl)-5-(1-(piperidin-4-yl)-1H-pyrazol-4-yl)pyridin-2-amine